C(C)(C)(C)OC(=O)C1C2CNCC2CCC1 octahydro-1h-isoindole-4-carboxylic acid tert-butyl ester